C[C@@]12CC[C@H]3[C@@H](CC[C@H]4[C@H](C(O[C@@H]([C@@]34OO1)O2)NCCCCN(C)C)C)C (4-{[(1S,4S,5R,8S,9R,12R,13R)-1,5,9-trimethyl-11,14,15,16-tetraoxatetracyclo[10.3.1.04,13.08,13]hexadecan-10-yl]amino}butyl)dimethylamine